C(C)(C)(C)C1=C(C(=CC(=C1)[N+](=O)[O-])[N+](=O)[O-])O 2-tert-butyl-4,6-dinitro-phenol